COC(=O)N1C[C@H](CCC1)N (S)-3-aminopiperidine-1-carboxylic acid methyl ester